(S)-1-(4-fluorophenyl)-3,4-dihydroisoquinoline-2(1H)-carbothioyl chloride FC1=CC=C(C=C1)[C@@H]1N(CCC2=CC=CC=C12)C(=S)Cl